8-[(1-{[(3S,5R)-5-(dimethylcarbamoyl)pyrrolidin-3-yl]acetyl}azetidin-3-yl)oxy]-4,4-dihydroxy-5-oxa-4-boranuidabicyclo[4.4.0]deca-1(6),7,9-triene-7-carboxylic acid disodium salt [Na+].[Na+].CN(C(=O)[C@H]1C[C@H](CN1)CC(=O)N1CC(C1)OC1=C(C=2O[B-](CCC2C=C1)(O)O)C(=O)O)C.CN(C(=O)[C@H]1C[C@H](CN1)CC(=O)N1CC(C1)OC1=C(C=2O[B-](CCC2C=C1)(O)O)C(=O)O)C